ClC1=NC=C(C(=C1)C1=C(C=NC(=C1)C)C(=O)NC=1SC2=C(N1)CN(C2)C(=O)C2=C(N=NC(=C2)C)C)OC 2'-chloro-N-(5-(3,6-dimethylpyridazine-4-carbonyl)-5,6-dihydro-4H-pyrrolo[3,4-d]thiazol-2-yl)-5'-methoxy-6-methyl-[4,4'-bipyridine]-3-carboxamide